ClC=1C=C(C=CC1)N1N=C(C=C1)CC(=O)NC=1SC(=CN1)C(F)(F)F 2-[1-(3-chlorophenyl)-1H-pyrazol-3-yl]-N-[5-(trifluoromethyl)-1,3-thiazol-2-yl]acetamide